6'-bromo-2'-(3-fluoro-4-(trifluoromethyl)benzyl)-1'-oxo-1',4'-dihydro-2'H-spiro[cyclopentane-1,3'-isoquinoline]-4'-carboxylic acid BrC=1C=C2C(C3(N(C(C2=CC1)=O)CC1=CC(=C(C=C1)C(F)(F)F)F)CCCC3)C(=O)O